3-(prop-1-en-2-yl)picolinamide C=C(C)C=1C(=NC=CC1)C(=O)N